NC1C(CCC(C1N)N)N 2,4-diamino-1,3-diaminocyclohexane